N-(1-(1-(1-acetylpiperidin-4-yl)azetidin-3-yl)-3-(difluoromethyl)-1H-pyrazol-4-yl)-6-(1-(1-(hydroxymethyl)cyclobutyl)-1H-pyrazol-4-yl)-2-pyridineamide C(C)(=O)N1CCC(CC1)N1CC(C1)N1N=C(C(=C1)NC(=O)C1=NC(=CC=C1)C=1C=NN(C1)C1(CCC1)CO)C(F)F